(2S)-2-cyclopropyl-10-[(2,5-dichloropyrimidin-4-yl)amino]-7-[(3,3-difluorocyclobutyl)methyl]-3,3,9-trifluoro-2,4-dihydro-1H-[1,4]oxazepino[2,3-c]quinolin-6-one C1(CC1)[C@@H]1NC2=C(C(N(C=3C=C(C(=CC23)NC2=NC(=NC=C2Cl)Cl)F)CC2CC(C2)(F)F)=O)OCC1(F)F